4-(6-fluoro-1,3-benzoxazol-2-yl)aniline FC1=CC2=C(N=C(O2)C2=CC=C(N)C=C2)C=C1